O=C1NC(CCC1N1C=NC2=C1C=C(C(=C2)C2CCN(CC2)C(=O)OC(C)(C)C)F)=O tert-butyl 4-(1-(2,6-dioxopiperidin-3-yl)-6-fluoro-1H-benzo[d]imidazol-5-yl)piperidine-1-carboxylate